BrC1=CC=C(C=C1)C1C(CC=2OC3=C(C21)C=CC=C3)(C(=O)[O-])C(=O)[O-] 1-(4-bromophenyl)-1,3-dihydro-2H-cyclopenta[b]benzofuran-2,2-dicarboxylate